(S)-2-methyl-N-[(1S)-1-[4-(propan-2-yl)phenyl]ethyl]propane-2-sulphinamide CC(C)(C)[S@](=O)N[C@@H](C)C1=CC=C(C=C1)C(C)C